N[C@H]1CS(C2=C(N(C1=O)CC1=CC=C(C=C1)N1CCN(CC1)C1CC1)C=C(C=C2)C=2OC(=NN2)C(C)(C)C)(=O)=O (3R)-3-amino-7-(5-tert-butyl-1,3,4-oxadiazol-2-yl)-5-[[4-(4-cyclopropylpiperazin-1-yl)phenyl]methyl]-1,1-dioxo-2,3-dihydro-1lambda6,5-benzothiazepin-4-one